NC1=NC=NN2C1=NC=C2C=2C=NN(C2)C=2C=C(C=CC2C)NC(=O)N2CC(CC2)CC(F)(F)F N-(3-(4-(4-Aminoimidazo[2,1-f][1,2,4]triazin-7-yl)-1H-pyrazol-1-yl)-4-Methylphenyl)-3-(2,2,2-trifluoroethyl)pyrrolidine-1-carboxamide